tert-butyl ((4-(5-amino-4-cyano-1-(3,3-difluorocyclobutyl)-1H-pyrazol-3-yl)-1-((2-(trimethylsilyl)ethoxy)methyl)-1H-indazol-7-yl)methyl)carbamate NC1=C(C(=NN1C1CC(C1)(F)F)C1=C2C=NN(C2=C(C=C1)CNC(OC(C)(C)C)=O)COCC[Si](C)(C)C)C#N